FC=1C=CC(=C2C=C(N(C12)CCNC1=CC(=NC=N1)C1=CC(=CS1)C(F)(F)F)C)OC 5-{6-[2-(7-Fluoro-4-methoxy-2-methyl-indol-1-yl)-ethylamino]-pyrimidin-4-yl}-3-trifluoromethyl-thiophen